N-(2-chloro-5-fluorobenzyl)-2-[(3R)-3-methyl[1,4'-bipiperidin]-1'-yl]-1,3-thiazole-5-carboxamide ClC1=C(CNC(=O)C2=CN=C(S2)N2CCC(CC2)N2C[C@@H](CCC2)C)C=C(C=C1)F